2-formylpiperidine-1-carboxylate C(=O)C1N(CCCC1)C(=O)[O-]